[N+](=O)([O-])F nitrofluorane